Cl.N[C@@H](C[C@H]1C(NCCC1)=O)C(CCl)=O (3S)-3-[(2S)-2-amino-4-chloro-3-oxobutyl]piperidin-2-one hydrochloride salt